Br[C@@](C(=O)[O-])(O)[C@@H](O)[C@H](O)[C@H](O)CO bromogluconate